N-(sec-butyl)-N-(2-(5-fluoro-1H-indol-3-yl)ethyl)cyclobutanamine C(C)(CC)N(C1CCC1)CCC1=CNC2=CC=C(C=C12)F